COC1=CC=C(CN(C2=C(N=C3C(=N2)OC(=C3)C)C(=O)OC)CC3=CC=C(C=C3)OC)C=C1 methyl 3-(bis(4-methoxybenzyl)amino)-6-methylfuro[2,3-b]pyrazine-2-carboxylate